N-methyl-N-[[5-[(3S)-3-methyl-2,3,4,5-tetrahydropyridin-6-yl]-1,3-benzothiazol-2-yl]methyl]propan-2-amine CN(C(C)C)CC=1SC2=C(N1)C=C(C=C2)C=2CC[C@@H](CN2)C